C(C1=CC=CC=C1)OC1=C(C(=CC(=C1)OC)C)C1=CC=C2C(=N1)N=C(O2)N[C@H]2CN(CCC2)C 5-(2-Benzyloxy-4-methoxy-6-methyl-phenyl)-N-[(3R)-1-methyl-3-piperidyl]oxazolo-[4,5-b]pyridin-2-amine